COC1=CC=C(CN(C2=C(C=C3C(=N2)C=C(N3COCC[Si](C)(C)C)CN3C(=CC=CC3=O)C(=O)N(C3=CC=CC=C3)C)C)CC3=CC=C(C=C3)OC)C=C1 1-((5-(bis(4-methoxybenzyl)amino)-6-methyl-1-((2-(trimethylsilyl)ethoxy)methyl)-1H-pyrrolo[3,2-b]pyridin-2-yl)methyl)-N-methyl-6-oxo-N-phenyl-1,6-dihydropyridine-2-carboxamide